F[C@H]1CN(CC[C@H]1NC1=C2C=C(N(C2=CC=C1)CC(F)(F)F)C1=CC=C(S1)CNC(C1=CC=CC=C1)=O)C N-((5-(4-(((3S,4R)-3-fluoro-1-methylpiperidin-4-yl)amino)-1-(2,2,2-trifluoroethyl)-1H-indol-2-yl)thiophen-2-yl)methyl)benzamide